2-Chloro-4-n-octadecyloxy-6-[N,N-di(n-octadecyl)amino]-1,3,5-triazine ClC1=NC(=NC(=N1)OCCCCCCCCCCCCCCCCCC)N(CCCCCCCCCCCCCCCCCC)CCCCCCCCCCCCCCCCCC